4-((3-chloro-1,4-diphenoxy-1,4-dihydronaphthalen-2-ylamino)methyl)-N-(7-methyl-7H-pyrrolo[2,3-d]pyrimidin-4-yl)benzamide ClC1=C(C(C2=CC=CC=C2C1OC1=CC=CC=C1)OC1=CC=CC=C1)NCC1=CC=C(C(=O)NC=2C3=C(N=CN2)N(C=C3)C)C=C1